(+/-)-trans-methyl 3-((2-(2-chloro-5H-pyrrolo[2,3-b]pyrazin-7-yl)-5-fluoro-6-phenylpyrimidin-4-yl)amino)bicyclo[2.2.2]octane-2-carboxylate ClC=1N=C2C(=NC1)NC=C2C2=NC(=C(C(=N2)NC2C(C1CCC2CC1)C(=O)OC)F)C1=CC=CC=C1